(3S)-3-[4-(4-oxo-1-piperidyl)indolin-1-yl]piperidine-2,6-dione O=C1CCN(CC1)C1=C2CCN(C2=CC=C1)[C@@H]1C(NC(CC1)=O)=O